C(C)(C)OC=1C=NC(=NC1)C1CCC(C(N1)CO)C(C)C [6-(5-isopropoxypyrimidin-2-yl)-3-isopropyl-2-piperidyl]methanol